[6-(5-Aminopyrazin-2-yl)-2-methoxy-3-pyridinyl]-5-methyl-3-phenyl-isoxazole-4-carboxamide hydrochloride Cl.NC=1N=CC(=NC1)C1=CC=C(C(=N1)OC)NC(=O)C=1C(=NOC1C)C1=CC=CC=C1